N-(1-cyclobutyl-1H-pyrazol-4-yl)-2-phenyl-1,3-oxazole-4-carboxamide C1(CCC1)N1N=CC(=C1)NC(=O)C=1N=C(OC1)C1=CC=CC=C1